4-(2-ethoxy-2-oxoethoxy)-4-methylbenzoic acid butyl ester C(CCC)OC(C1=CCC(C=C1)(C)OCC(=O)OCC)=O